ClC1=CC=C(C=C1)C(CN1N=CN=C1)(C(C=C)C)O 2-(4-chlorophenyl)-3-methyl-1-(1H-1,2,4-triazole-1-yl)-4-pentene-2-ol